3'-dimethylamino-4-methoxybenzophenone CN(C=1C=C(C=CC1)C(C1=CC=C(C=C1)OC)=O)C